The molecule is a dicarboxylic acid dianion that is the conjugate base of glutamate(1-). It has a role as a fundamental metabolite. It is a conjugate base of a glutamate(1-). C(CC(=O)[O-])C(C(=O)[O-])N